methyl (2S)-3-(4-[3-[3-(acetyloxy)-2,2-dimethylpropyl]-1H-indol-5-yl]-1,3-thiazol-2-yl)-2-[(tert-butoxycarbonyl)amino]propanoate C(C)(=O)OCC(CC1=CNC2=CC=C(C=C12)C=1N=C(SC1)C[C@@H](C(=O)OC)NC(=O)OC(C)(C)C)(C)C